(1-(5-chloro-2,3-dihydro-1H-inden-1-yl)-1H-pyrazol-4-yl)-5-(furan-2-yl)isoxazole-3-carboxamide ClC=1C=C2CCC(C2=CC1)N1N=CC(=C1)C=1C(=NOC1C=1OC=CC1)C(=O)N